5-amino-2-(3-(5-((R)-3-hydroxy-1-methyl-2-oxopyrrolidin-3-yl)isoxazol-3-yl)phenyl)-N-((R)-tetrahydrofuran-3-yl)pyrimidine-4-carboxamide NC=1C(=NC(=NC1)C1=CC(=CC=C1)C1=NOC(=C1)[C@]1(C(N(CC1)C)=O)O)C(=O)N[C@H]1COCC1